C1=CC=C2C=CN=C3CC4=C(C1=C23)C=CC=C4 dibenzo[de,g]quinoline